CCCCCCCCCCCCC/C=C/[C@H]([C@H](COP(=O)([O-])OCC[N+](C)(C)C)NC(=O)CCCCCCCCCCCCC/C=C\\CCCCCCCC)O The molecule is a sphingomyelin d18:1 in which the N-acyl group is specified as (15Z)-tetracosenoyl. It has a role as a mouse metabolite. It is a sphingomyelin 42:2, a sphingomyelin d18:1 and a N-tetracosenoylsphingosine-1-phosphocholine. It derives from a (15Z)-tetracosenoic acid.